C1(=CC=CC=C1)CCC(SCCCCCCC(=O)NC=1SC(=C(N1)C1=CC=CC=C1)C(C)=O)=O S-(7-((5-acetyl-4-phenylthiazol-2-yl)amino)-7-oxoheptyl) 3-phenylpropanethioate